(1S,3R)-3-acetamido-N-(5-chloro-4-(7-cyano-2,2-dimethyl-2,3-dihydro-1H-pyrrolizin-5-yl)pyridin-2-yl)cyclohexane-1-carboxamide C(C)(=O)N[C@H]1C[C@H](CCC1)C(=O)NC1=NC=C(C(=C1)C=1N2CC(CC2=C(C1)C#N)(C)C)Cl